NC1=NC(=C2N=CN(C2=N1)[C@H]1[C@]([C@@H]([C@H](O1)CO[P@](=O)(OC1=CC=CC=C1)N[C@@H](C)C(=O)OC(C)C)O)(F)Cl)NC isopropyl ((S)-(((2R,3R,4R,5R)-5-(2-amino-6-(methylamino)-9H-purin-9-yl)-4-chloro-4-fluoro-3-hydroxytetrahydrofuran-2-yl)methoxy)(phenoxy)phosphoryl)-L-alaninate